C1CCC2=C(C=3CCCC3C=C12)NC(=O)[N-]S(=O)(=O)C=1C=NN2C1OC[C@@H](C2)N2CC(C2)OC.[Na+] sodium (R)-((1,2,3,5,6,7-Hexahydro-s-indacen-4-yl)carbamoyl)((6-(3-methoxyazetidin-1-yl)-6,7-dihydro-5H-pyrazolo[5,1-b][1,3]oxazin-3-yl)sulfonyl)amide